COC(C1=CC=C(C=C1)C=1N=C(C2=C(C=NNC2=O)N1)NC1=CC=C(C=C1)N1CCOCC1)=O 4-(4-(4-morpholinophenylamino)-5-oxo-5,6-dihydropyrimido[4,5-d]pyridazin-2-yl)benzoic acid methyl ester